NC=1C(=C(N=NC1OC)Cl)C=O 5-amino-3-chloro-6-methoxypyridazine-4-carbaldehyde